C[S@@](=O)(C1=NC=CC(=C1)NC(C1=C(N=CC(=C1C)C(F)(F)F)N1C[C@H](OCC1)C(F)(F)F)=O)=NC(OC(C)(C)C)=O tert-butyl ((R)-methyl(4-(4-methyl-5-(trifluoromethyl)-2-((S)-2-(trifluoromethyl)morpholino)nicotinamido)pyridin-2-yl)(oxo)-λ6-sulfaneylidene)carbamate